CC=1SC=C(N1)C 2,4-dimethylthiazol